(+)-N-(2-((3-Benzyl-2-methyl-1H-indol-1-yl)(phenyl)methyl)benzofuran-3-yl)-4-methylbenzenesulfonamide C(C1=CC=CC=C1)C1=C(N(C2=CC=CC=C12)C(C=1OC2=C(C1NS(=O)(=O)C1=CC=C(C=C1)C)C=CC=C2)C2=CC=CC=C2)C